BrC=1C=C(C(N(C1)CC(F)(F)F)=O)C(=O)NC1=CC(=CC=C1)C(CC1=NN=CN1C)(C)C 5-Bromo-N-(3-(2-methyl-1-(4-methyl-4H-1,2,4-triazol-3-yl)propan-2-yl)phenyl)-2-oxo-1-(2,2,2-trifluoroethyl)-1,2-dihydropyridine-3-carboxamide